((2-oxo-2,3-dihydro-1H-benzo[d]imidazol-1-yl)methyl)benzoic acid methyl ester COC(C1=C(C=CC=C1)CN1C(NC2=C1C=CC=C2)=O)=O